BrC1=C(C=CC(=C1)C)[C@@H]([C@@H](C)O)C (2R,3S)-3-(2-bromo-4-methylphenyl)butan-2-ol